N-(5-(3-(3,5-dimethylisoxazol-4-yl)-5-(ethylsulfonamido)phenoxy)-2-methylphenyl)-3-morpholinopropanamide CC1=NOC(=C1C=1C=C(OC=2C=CC(=C(C2)NC(CCN2CCOCC2)=O)C)C=C(C1)NS(=O)(=O)CC)C